7-(naphthalen-1-ylmethyl)-5-oxo-2-propyl-8-(3-(trifluoromethyl)phenyl)-5H-thiazolo[3,2-a]pyridine-3-carboxylic acid C1(=CC=CC2=CC=CC=C12)CC=1C(=C2N(C(C1)=O)C(=C(S2)CCC)C(=O)O)C2=CC(=CC=C2)C(F)(F)F